C(N)(=O)C=1C(=NNC1NC1=NC(=CC=C1)C(F)(F)F)C1=CC=C(C=C1)NC(=O)N1C[C@H](CCC1)C1=CC=CC=C1 (R)-N-(4-(4-carbamoyl-5-((6-(trifluoromethyl)pyridin-2-yl)amino)-1H-pyrazol-3-yl)phenyl)-3-phenyl-piperidine-1-carboxamide